(3-methoxy-4-((5-(1-(2-methoxyethyl)-1H-pyrazol-4-yl)isoquinolin-3-yl)amino)phenyl)(3-methoxyazetidin-1-yl)methanone COC=1C=C(C=CC1NC=1N=CC2=CC=CC(=C2C1)C=1C=NN(C1)CCOC)C(=O)N1CC(C1)OC